ClC=1C=CC=2N=C(N=C(C2N1)N)C1CC1 6-chloro-2-cyclopropylpyrido[3,2-d]Pyrimidin-4-amine